[1-(2,6-dioxo-3-piperidyl)-2-oxo-benzo[c]indol-7-yl]carbamate O=C1NC(CCC1C1C23C(=CN=C2C=CC1=O)C(=CC=C3)NC([O-])=O)=O